5,8,11-dodecatrienoic acid C(CCCC=CCC=CCC=C)(=O)O